ClC=1C(=CC2=C([C@@H](C[C@@H](O2)C(=O)NC23CC(C2)(C3)N3N=CC(=C3)OCCCOC(F)(F)F)O)C1)F (2R,4R)-6-chloro-7-fluoro-4-hydroxy-N-(3-{4-[3-(trifluoromethoxy)propoxy]-1H-pyrazol-1-yl}bicyclo[1.1.1]pentan-1-yl)-3,4-dihydro-2H-1-benzopyran-2-carboxamide